[N+](=O)([O-])C=1C(=C(NC(F)(F)F)C=C(C1Cl)[N+](=O)[O-])Cl 3,5-dinitro-trifluoromethyl-2,4-dichloroaniline